FC(C(=O)N1C(C2=CC(=CC=C2CC1)O)C)(F)F trifluoro-1-(7-hydroxy-1-methyl-3,4-dihydroisoquinolin-2(1H)-yl)ethan-1-one